4-((1,10-phenanthroline-3-yl)amino)benzonitrile N1=CC(=CC2=CC=C3C=CC=NC3=C12)NC1=CC=C(C#N)C=C1